COC1=NC=C(C=C1C(=O)O)C 2-methoxy-5-methyl-pyridine-3-carboxylic acid